2-((2-((4-CHLOROPHENYL)AMINO)-2-OXOETHYL)THIO)-1H-IMIDAZOLE-4-CARBOXYLIC ACID ClC1=CC=C(C=C1)NC(CSC=1NC=C(N1)C(=O)O)=O